2-(4,6-Bis(2,4-dimethylphenyl)-1,3,5-triazin-2-yl)-5-octyloxy-phenol CC1=C(C=CC(=C1)C)C1=NC(=NC(=N1)C1=C(C=C(C=C1)C)C)C1=C(C=C(C=C1)OCCCCCCCC)O